(R)-(4-(((4-Fluorobenzyl)oxy)methyl)-7-azabicyclo[2.2.1]heptan-1-yl)(5-fluoropyridin-3-yl)methanol FC1=CC=C(COCC23CCC(CC2)(N3)[C@H](O)C=3C=NC=C(C3)F)C=C1